C(C)(=O)N[C@H](C(=O)N1[C@@H](C[C@H](C1)O)C(=O)NCC1=C(C=C(C=C1)C1=C(N=CS1)C)OCCCCl)C(C)(C)C (2S,4r)-1-((S)-2-acetamido-3,3-dimethylbutyryl)-N-(2-(3-chloropropoxy)-4-(4-methylthiazol-5-yl)benzyl)-4-hydroxypyrrolidine-2-carboxamide